3-methyl-1-{5-[(1-methyl-1H-pyrazol-3-yl)sulfonyl]-1H,2H,3H,4H,5H,6H-pyrrolo[3,4-c]pyrrol-2-yl}-2-phenylbutan-1-one CC(C(C(=O)N1CC=2CN(CC2C1)S(=O)(=O)C1=NN(C=C1)C)C1=CC=CC=C1)C